(E)-7-[2,6-diisopropyl-5-ethoxymethyl-4-(4-fluorophenyl)-pyrid-3-yl]-3,5-dihydroxy-hept-6-enoate C(C)(C)C1=NC(=C(C(=C1/C=C/C(CC(CC(=O)[O-])O)O)C1=CC=C(C=C1)F)COCC)C(C)C